(3-(1-(4-(pyrimidin-5-yl)phenyl)ethyl)-1,2,3-oxadiazol-3-ium-5-yl)((5-(trifluoromethyl)pyridin-3-yl)carbamoyl)amide N1=CN=CC(=C1)C1=CC=C(C=C1)C(C)[N+]1=NOC(=C1)[N-]C(NC=1C=NC=C(C1)C(F)(F)F)=O